5-chloro-3-((3-methyl-1H-indol-2-yl)methyl)-1H-indole ClC=1C=C2C(=CNC2=CC1)CC=1NC2=CC=CC=C2C1C